ClC(=O)C1=C(C=C(C=C1)C1CCN(CC1)C(=O)OC(C)(C)C)F tert-butyl 4-(4-(chlorocarbonyl)-3-fluorophenyl)piperidine-1-carboxylate